2-[9H-fluoren-9-ylmethoxycarbonyl(2-methoxyethyl)amino]acetic acid C1=CC=CC=2C3=CC=CC=C3C(C12)COC(=O)N(CC(=O)O)CCOC